2-tert-butylimino-2-diethylamino-1,3-dimethylperhydro-1,3,2-diazaphosphine C(C)(C)(C)N=P1(N(CCCN1C)C)N(CC)CC